N-(3-(6-methoxypyridazin-3-yl)-4-methyl-phenyl)-6-azabicyclo[3.1.1]heptane-6-carboxamide COC1=CC=C(N=N1)C=1C=C(C=CC1C)NC(=O)N1C2CCCC1C2